3-amino-6-chloro-1,5-naphthyridine NC=1C=NC2=CC=C(N=C2C1)Cl